2-methyl-7-propylnaphthalene CC1=CC2=CC(=CC=C2C=C1)CCC